2-chloro-N-(4-nitrophenylethyl)pyrido[2,3-d]pyrimidin-4-amine ClC=1N=C(C2=C(N1)N=CC=C2)NCCC2=CC=C(C=C2)[N+](=O)[O-]